7-((3,5-dimethoxybenzyl)amino)-6-methyl-1,8-naphthyridine-3-carboxylic acid COC=1C=C(CNC2=C(C=C3C=C(C=NC3=N2)C(=O)O)C)C=C(C1)OC